CN(CCN(C(OC(C)(C)C)=O)CC1CNCC1)C Tert-butyl (2-(dimethylamino)ethyl)(pyrrolidin-3-ylmethyl)carbamate